6-(1-methyl-1H-pyrazol-4-yl)-3-(4-(5-(phenyl-sulfinyl)pyrimidin-2-yl)piperazin-1-yl)pyrazolo[1,5-a]pyridine CN1N=CC(=C1)C=1C=CC=2N(C1)N=CC2N2CCN(CC2)C2=NC=C(C=N2)S(=O)C2=CC=CC=C2